S1(NN=CC=C1)(=O)=O 1,2,3-thiadiazine 1,1-dioxide